ClC=1C=C(C=C(C1OC=1C=C2C(=NN1)NN=C2C(C)C)Cl)N2N=C(C(NC2=O)=O)C#N 2-(3,5-Dichloro-4-((3-isopropyl-1H-pyrazolo[3,4-c]pyridazin-5-yl)oxy)phenyl)-3,5-dioxo-2,3,4,5-tetrahydro-1,2,4-triazine-6-carbonitrile